C(C1=CC=CC=C1)N1CCC(CC1)NC(CCC1=CN=C2N1C=C(C=C2)N2CCN(CC2)C)=O N-(1-benzylpiperidin-4-yl)-3-(6-(4-methylpiperazin-1-yl)imidazo[1,2-a]pyridin-3-yl)propanamide